C(\C=C\C)N1C(C2=C(C(=C1)C1=CC(=C(C=C1)C(=O)N1CCOCC1)OC(C)C)C=C(N2)C)=O 6-[(E)-but-2-enyl]-4-[3-isopropoxy-4-(morpholine-4-carbonyl)phenyl]-2-methyl-1H-pyrrolo[2,3-c]pyridin-7-one